C1=CC=CC=2C3=CC=CC=C3C(C12)COC(=O)NCC(C(=O)N(C)C(C(=O)OC[C@@H]1CC[C@H](CC1)[C@@H]1CC[C@H](CC1)C)CC)(C)C Trans-4-(trans-4-methylcyclohexyl)cyclohexylmethanol [3-[9H-fluoren-9-ylmethoxycarbonylamino]-2,2-dimethylpropanoyl-methylamino]butanoate